2,2''-difluoro-4,4''-bis(trifluoromethoxy)-[1,1':4',1''-terphenyl]-2',5'-diol FC1=C(C=CC(=C1)OC(F)(F)F)C=1C(=CC(=C(C1)O)C1=C(C=C(C=C1)OC(F)(F)F)F)O